C(CCCCCCC)OC(CCC(=O)OCC(COC(CCCCCCC\C=C/C\C=C/CCCCC)=O)COC(=O)OCCCN(CC)CC)OCCCCCCCC.BrC1=CC(=C(C=C1)C(F)F)C 1-bromo-3-methyl-4-(difluoromethyl)benzene (9Z,12Z)-3-((4,4-bis(octyloxy)butanoyl)oxy)-2-((((3-(diethylamino)propoxy)carbonyl)oxy)methyl)propyl-octadeca-9,12-dienoate